NC1CCC(CC1)C[N+]1=NOC(=C1)[N-]C(NC1=CC(=CC(=C1)C(F)(F)F)N1C(C(CC1)C1=CC=CC=C1)=O)=O (3-(((1S,4S)-4-Aminocyclohexyl)methyl)-1,2,3-oxadiazol-3-ium-5-yl)((3-(2-oxo-3-phenylpyrrolidin-1-yl)-5-(trifluoromethyl)-phenyl)carbamoyl)amide